FC(C=1C=CC(=NC1)CN[C@@H]1CCC2=CC=CC=C12)(F)F (1R)-N-((5-(trifluoromethyl)pyridin-2-yl)methyl)-2,3-dihydro-1H-inden-1-amine